2-(4-Cyclopropyl-6-methoxypyrimidin-5-yl)-9-([4-[5-isopropoxy-3-(trifluoromethyl)pyrazol-1-yl]phenyl]methyl)-7H-purin-8-one C1(CC1)C1=NC=NC(=C1C1=NC=C2NC(N(C2=N1)CC1=CC=C(C=C1)N1N=C(C=C1OC(C)C)C(F)(F)F)=O)OC